C1(CCCCC1)OC1=NC=NC=C1C 4-(cyclohexyloxy)-5-methylpyrimidin